CCCNCC(COC1=CC=CC=C1C(=O)CCC2=CC=CC=C2)O.Cl The molecule is a hydrochloride that is the monohydrochloride salt of propafenone. It is a class 1C antiarrhythmic drug with local anesthetic effects, and is used in the management of supraventricular and ventricular arrhythmias. It has a role as an anti-arrhythmia drug. It contains a propafenone(1+).